3-chloro-1,4,6-trimethylpyridin-2(1H)-one ClC=1C(N(C(=CC1C)C)C)=O